ClC1=C(C=CC(=C1)Cl)NC=1NC2=C(C=CC(=C2C(C1C(CC(C)C)=O)=O)[N+](=O)[O-])OC 2-((2,4-dichlorophenyl)amino)-8-methoxy-3-(3-methylbutanoyl)-5-nitroquinolin-4(1H)-one